4-(6-(6-((6-methoxypyridin-3-yl)methyl)-3,6-diazabicyclo[3.1.1]heptan-3-yl)pyridine-3-yl)-6-(3-(methylsulfonyl)propoxy)pyrazolo[1,5-a]pyridine-3-carbonitrile COC1=CC=C(C=N1)CN1C2CN(CC1C2)C2=CC=C(C=N2)C=2C=1N(C=C(C2)OCCCS(=O)(=O)C)N=CC1C#N